3-[6-[[1-(1-chloro-4-piperidyl)pyrazol-4-yl]-hydroxy-methyl]-2-oxo-benzo[cd]indol-1-yl]piperidine-2,6-dione, Hydrochloride salt Cl.ClN1CCC(CC1)N1N=CC(=C1)C(C=1C=2C3=C(C(N(C3=CC1)C1C(NC(CC1)=O)=O)=O)C=CC2)O